BrC1=NC(=CC(=C1)[C@H]([C@@H](COC)N(C(OC(C)(C)C)=O)CCO)O)Cl |r| racemic-tert-butyl ((1R,2R)-1-(2-bromo-6-chloropyridin-4-yl)-1-hydroxy-3-methoxy-propan-2-yl)(2-hydroxyethyl)carbamate